2-bromo-2,2-difluoro-N-(2',3',4',6,6'-pentafluoro-4,5'-dihydroxy-[1,1-biphenyl]-3-yl)acetamide (2R,4R)-4-((methylsulfonyl)oxy)piperidine-1,2-dicarboxylate CS(=O)(=O)O[C@H]1C[C@@H](N(CC1)C(=O)O)C(=O)O.BrC(C(=O)NC=1C=C(C(=CC1O)F)C1=C(C(=C(C(=C1F)O)F)F)F)(F)F